tricyclo[4.4.0.12,5]undecane-3,7-diene C12C3C=CC(C2C=CCC1)C3